chloro-6-(5-chloro-2-fluorophenyl)pyridin-3-ol ClC1=NC(=CC=C1O)C1=C(C=CC(=C1)Cl)F